3,4-BIS(4-FLUOROPHENYL)-1H-PYRROLE-2-CARBALDEHYDE FC1=CC=C(C=C1)C1=C(NC=C1C1=CC=C(C=C1)F)C=O